O=C(C(=O)O)CCP(=O)(C)O 2-oxo-4-(hydroxy(methyl)phosphinoyl)butyric acid